ClC1=C(C=C(OCC(=O)N[C@@H]2CC[C@H](CC2)CNC(COC2=CC(=CC=C2)Cl)=O)C=C1)F trans-2-(4-chloro-3-fluorophenoxy)-N-(4-((2-(3-chlorophenoxy)acetamido)methyl)cyclohexyl)acetamide